N-ethyl-N,N-dimethylcyclohexylammonium C(C)[N+](C)(C)C1CCCCC1